ClC=1C=2N(C=CC1)N=C(C2)[C@@H]2N(CCC1=C2N=CN1)C=1OC(=NN1)C1=NC=CN=C1 (R)-2-(4-(4-chloropyrazolo[1,5-a]pyridin-2-yl)-1,4,6,7-tetrahydro-5H-imidazo[4,5-c]pyridin-5-yl)-5-(pyrazin-2-yl)-1,3,4-oxadiazole